ClC=1C(=C(C=CC1F)[C@H](CCC1=CC=C(C=C1)Cl)NC(=O)[C@@H]1CNC(O1)=O)F (S)-N-((S)-1-(3-chloro-2,4-difluorophenyl)-3-(4-chlorophenyl)propyl)-2-oxooxazolidine-5-carboxamide